COC1=CC=C(C=C1)NC1=C2N=C(N(C2=NC(=N1)N1CCOCC1)/N=C/C1=CC(=CC=C1)C)C (E)-N-(4-methoxyphenyl)-8-methyl-9-((3-methylbenzylidene)amino)-2-morpholino-9H-purin-6-amine